[5-(4-AMINOCINNOLIN-7-YL)-4-[4-(DIFLUOROMETHOXY)PYRAZOL-1-YL]-2-METHOXY-PHENYL]BORONIC ACID FORMIC ACID SALT C(=O)O.NC1=CN=NC2=CC(=CC=C12)C=1C(=CC(=C(C1)B(O)O)OC)N1N=CC(=C1)OC(F)F